C(C)(C)N1CC(CCC1)NC1=CC=C(N=N1)C1=C(C=C(C=C1C)C(F)(F)F)O 2-(6-((1-isopropylpiperidin-3-yl)amino)pyridazin-3-yl)-3-methyl-5-(trifluoromethyl)phenol